NC1C(CC(CC1)N)C(C)CC 1,4-diamino-2-sec-butylcyclohexane